C(C)(C)C1=NC=CC(=C1)[Sn](CCCC)(CCCC)CCCC isopropyl-4-(tributylstannyl)pyridine